methyl 3-(9-((4-(((tert-butoxycarbonyl)amino)methyl)-2-(methoxycarbonyl)phenyl)carbamoyl)-4,5-dihydrobenzo[b]thieno[2,3-d]oxepin-8-yl)-6-(propylcarbamoyl)picolinate C(C)(C)(C)OC(=O)NCC1=CC(=C(C=C1)NC(=O)C1=CC2=C(OCCC3=C2SC=C3)C=C1C=1C(=NC(=CC1)C(NCCC)=O)C(=O)OC)C(=O)OC